N,6-dimethyl-5-(4-((3-(3-methylureido)isothiazol-5-yl)methyl)piperazin-1-yl)picolinamide CNC(C1=NC(=C(C=C1)N1CCN(CC1)CC1=CC(=NS1)NC(=O)NC)C)=O